(1R,4R,6R,10S)-4,12,12-Trimethyl-9-methylene-5-oxatricyclo-[8.2.0.04,6]-dodecane C[C@]12CC[C@H]3C(C[C@@H]3C(CC[C@H]2O1)=C)(C)C